C(C)(C)(C)OC(NC[C@@H]1N(CC(CC1)(F)F)C(=O)C1=NC(=CC=C1F)Cl)=O (R)-((1-(6-chloro-3-fluoropyridin-2-carbonyl)-5,5-difluoropiperidin-2-yl)methyl)carbamic acid tert-butyl ester